3-(2-{[(3S)-piperidin-3-yl]amino}-5-(trifluoromethyl)pyrimidin-4-yl)-6-(pyridin-3-yl)-1H,6H,7H-pyrrolo[2,3-c]pyridin-7-one N1C[C@H](CCC1)NC1=NC=C(C(=N1)C1=CNC=2C(N(C=CC21)C=2C=NC=CC2)=O)C(F)(F)F